OC1(CCC(CC1)N1CCC2N(CCC21)C(=O)OC(C)(C)C)C2=NC=C(C=C2)C2=NC=CC=N2 tert-butyl 4-(4-hydroxy-4-(5-(pyrimidin-2-yl)pyridin-2-yl)cyclohexyl)hexahydropyrrolo[3,2-b]pyrrole-1(2H)-carboxylate